BrC=1C=C2CCC(NC2=C(C1)F)=O 6-bromo-8-fluoro-3,4-dihydroquinolin-2(1H)-one